FC1=C2C(=NC=C1C(=O)OC)NC=C2 methyl 4-fluoro-1H-pyrrolo[2,3-b]pyridine-5-carboxylate